1-(3-chloro-5'-fluoro-2'-hydroxy-3'-(2-(piperazin-1-yl)pyridin-4-yl)-[1,1'-biphenyl]-4-yl)-3-(difluoromethyl)-1H-imidazol-2(3H)-one ClC=1C=C(C=CC1N1C(N(C=C1)C(F)F)=O)C1=C(C(=CC(=C1)F)C1=CC(=NC=C1)N1CCNCC1)O